3-[6-Chloro-3-[[(1R)-1-[3,6-dimethyl-2-(2-methyltriazol-4-yl)-4-oxo-chromen-8-yl]ethyl]amino]-2-pyridyl]-4H-1,2,4-oxadiazol-5-one ClC1=CC=C(C(=N1)C1=NOC(N1)=O)N[C@H](C)C=1C=C(C=C2C(C(=C(OC12)C1=NN(N=C1)C)C)=O)C